F[C@@H]1[C@@H](CN(CC1)CC1=C2C(=NC(=C1)C(=O)N)C(CO2)(C)C)C 7-(((3R,4S)-4-fluoro-3-methylpiperidin-1-yl)methyl)-3,3-dimethyl-2,3-dihydrofuro[3,2-b]pyridine-5-carboxamide